(2S,4R)-N-((1s,3R)-3-(4-((3-(2,3-difluoro-4-methoxyphenyl)imidazo[1,2-a]pyrazin-8-yl)amino)-2-methylbenzamido)cyclobutyl)-4-hydroxypyrrolidine-2-carboxamide FC1=C(C=CC(=C1F)OC)C1=CN=C2N1C=CN=C2NC2=CC(=C(C(=O)NC1CC(C1)NC(=O)[C@H]1NC[C@@H](C1)O)C=C2)C